Bis(t-butylimino)bis(dimethylamino)tungsten (VI) C(C)(C)(C)N=[W](N(C)C)(N(C)C)=NC(C)(C)C